4-((2S,3R,4R,5S)-3-(2-methoxy-6-(trifluoromethyl)pyridin-3-yl)-4,5-dimethyl-5-(trifluoromethyl)tetrahydrofuran-2-carboxamido)picolinamide COC1=NC(=CC=C1[C@@H]1[C@H](O[C@@]([C@@H]1C)(C(F)(F)F)C)C(=O)NC1=CC(=NC=C1)C(=O)N)C(F)(F)F